5-(benzyloxy)-4-(4-((methylamino) methyl) isoindoline-2-carbonyl)-1,3-phenylenebis(4-toluenesulfonate) C(C1=CC=CC=C1)OC=1C(=C(C=C(C1)CC1=CC=C(C=C1)S(=O)(=O)[O-])CC1=CC=C(C=C1)S(=O)(=O)[O-])C(=O)N1CC2=CC=CC(=C2C1)CNC